P(=S)(O)(O)O.ClP chlorophosphine (thiophosphate)